5-bromo-4-fluoro-2-(tetrahydrofuran-3-yl)-2,3-dihydrobenzo[d]isothiazole 1,1-dioxide BrC=1C=CC2=C(CN(S2(=O)=O)C2COCC2)C1F